C(C)(OC1=CC(=C(C=C1)F)OC)=S (4-fluoro-3-methoxyphenyl) ethanethioate